N-[[4-[4-amino-1-(1,4-dioxaspiro[4.4]nonan-8-yl)pyrazolo[3,4-d]pyrimidin-3-yl]phenyl]methyl]-2-methoxy-benzamide NC1=C2C(=NC=N1)N(N=C2C2=CC=C(C=C2)CNC(C2=C(C=CC=C2)OC)=O)C2CCC1(OCCO1)C2